{[5-(4-Cyanophenyl)-3-hydroxypyridine-2-carbonyl]amino}-acetic acid C(#N)C1=CC=C(C=C1)C=1C=C(C(=NC1)C(=O)NCC(=O)O)O